C(N)(OC(C([2H])([2H])N1N=CN=N1)C1=C(C=CC=C1)Cl)=O 1-(2-chloro phenyl)-2-(2H-tetrazol-2-yl)ethyl-2,2-d2 carbamate